COC=1C=CC(=NC1)C1=NN=C(O1)C(=O)N1[C@H](C2=C(CC1)NC=N2)C2=NN1C(C(=CC=C1)C)=C2 (R)-(5-(5-methoxypyridin-2-yl)-1,3,4-oxadiazol-2-yl)(4-(4-methylpyrazolo[1,5-a]pyridin-2-yl)-6,7-dihydro-1H-imidazo[4,5-c]pyridin-5(4H)-yl)methanone